ClC1=C(C(=O)NC2=NC=C(C=C2C)C#CC2=CC=CC=C2)C=C(C=C1)C=1C=NN(C1)C1CCOCC1 2-chloro-N-[3-methyl-5-(2-phenylethynyl)-2-pyridyl]-5-(1-tetrahydropyran-4-ylpyrazol-4-yl)benzamide